cis-3-((4-(4-chlorophenyl)phthalazin-1-yl)amino)-1-methylcyclobutan-1-ol ClC1=CC=C(C=C1)C1=NN=C(C2=CC=CC=C12)NC1CC(C1)(O)C